N1(CCOCC1)C1=CC=C(C=C1)NC=1N=CC2=C(N1)C(=NC=C2)C2=NC=CC(=C2)NC(C#C)=O N-(2-(2-((4-morpholinylphenyl)amino)pyrido[3,4-d]pyrimidin-8-yl)pyridin-4-yl)propynamide